C1(=CC=CC=C1)OC(NC1=NC(=NN1C1=CC=CC=C1)C(C)(C)C)=O (3-(tert-butyl)-1-phenyl-1H-1,2,4-triazol-5-yl)carbamic acid phenyl ester